OC=1C=C2C(=CC(N(C2=NC1)C1CC(C1)(C)O)=O)C(F)(F)F 6-hydroxy-1-[(cis)-3-hydroxy-3-methylcyclobutyl]-4-(trifluoromethyl)-1,2-dihydro-1,8-naphthyridin-2-one